N1(C=CC2=CC=CC=C12)C1=NC(=NC=C1C(F)(F)F)NC1CNCCC1 4-(1H-indol-1-yl)-N-[piperidin-3-yl]-5-(trifluoromethyl)pyrimidin-2-amine